1,4-bis(glycidoxypropyldimethoxysilyl)benzene C(C1CO1)OCCC[Si](C1=CC=C(C=C1)[Si](OC)(OC)CCCOCC1CO1)(OC)OC